C(C1=CC=CC=C1)C([C@H](N)C(=O)O)CC(=O)O β-benzyl-L-glutamic acid